FC1=C(C=C2C=CNC2=C1F)OC=1C(=C(C#N)C=CC1)F ((6,7-difluoro-1H-indol-5-yl)oxy)-2-fluorobenzonitrile